4-(4-Acetylpiperazin-1-yl)-3-fluorobenzonitrile C(C)(=O)N1CCN(CC1)C1=C(C=C(C#N)C=C1)F